C(C1=CC=CC=C1)OC(=O)N[C@H](CC(=O)OC(C)(C)C)C(=O)NCCC1=CC=C(C=C1)O tert-butyl (3R)-3-(benzyloxycarbonylamino)-4-[2-(4-hydroxyphenyl)ethylamino]-4-oxo-butanoate